C(C)(C)OC(C(O)CC(C)C)=O isopropyl-3-isopropyl-lactate